5-(3-fluoro-5-(trifluoromethyl)benzyl)pyridin FC=1C=C(CC=2C=CC=NC2)C=C(C1)C(F)(F)F